2-((5-cyanopyrimidin-2-yl)amino)-4-((2-fluoro-3-methoxypropyl)(4-(5,6,7,8-tetrahydro-1,8-naphthyridin-2-yl)butyl)amino)butanoic acid C(#N)C=1C=NC(=NC1)NC(C(=O)O)CCN(CCCCC1=NC=2NCCCC2C=C1)CC(COC)F